FC1=CC=C(C=C1)C(/C=C/C1=CC=C(C=C1)\C=C\1/C(N(C(S1)=S)CC(=O)O)=O)=O 2-[(5E)-5-[[4-[(E)-3-(4-Fluorophenyl)-3-oxoprop-1-enyl]phenyl]methylidene]-4-oxo-2-sulfanylidene-1,3-thiazolidin-3-yl]acetic acid